3-ethylsulfanyl-1H-indole C(C)SC1=CNC2=CC=CC=C12